methyl-2-hydroxy-2-methyl-hexenyl ketone CC(C(C=CCC)(C)O)C(=O)C(C(C=CCC)(O)C)C